C(C)(C)(C)OP(=O)(OC(C)(C)C)CN ditert-butoxyphosphoryl-methanamine